N-((6-(4-fluorophenyl)-4-(6-methoxybenzo[d]thiazol-2-yl)pyridin-3-yl)methyl)acrylamide FC1=CC=C(C=C1)C1=CC(=C(C=N1)CNC(C=C)=O)C=1SC2=C(N1)C=CC(=C2)OC